C(CCCC)C(C(=O)O)C.C(CC)(=O)OCCCCC amyl propionate (amyl propionate)